CN1[C@H]2CC[C@@H]1[C@H](C(=O)C2)C(=O)OC The molecule is the methyl ester of (1R,2R,5S)-8-methyl-3-oxo-8-azabicyclo[3.2.1]octane-2-carboxylic acid (ecgonone). It is a tropane alkaloid, a cyclic ketone, a methyl ester, an organic heterobicyclic compound and a tertiary amino compound. It is a conjugate base of an ecgononium methyl ester(1+).